tert-Butyl 3-[4-[3-(2,2,2-trifluoroethoxy)azetidin-1-yl]phenyl]azetidine-1-carboxylate FC(COC1CN(C1)C1=CC=C(C=C1)C1CN(C1)C(=O)OC(C)(C)C)(F)F